NC1=CC(=C(C(=O)OC=2C=3N(C(=CC2)CC(=O)OC(C)(C)C)N=CN3)C=C1)C#CCOCCOCC#C[Si](C)(C)C 5-[2-(tert-butoxy)-2-oxoethyl]-[1,2,4]triazolo[1,5-a]pyridin-8-yl 4-amino-2-[3-(2-[[3-(trimethylsilyl)prop-2-yn-1-yl]oxy]ethoxy)prop-1-yn-1-yl]benzoate